3-(((5-fluoropyrimidin-2-yl)oxy)methyl)bicyclo[1.1.1]-pentane-1-carboxylic acid FC=1C=NC(=NC1)OCC12CC(C1)(C2)C(=O)O